COC1=C(C=CC=C1)NS(=O)(=O)C=1C=C(C(=O)NC2=CC(=CC=C2)[N+](=O)[O-])C=CC1C 3-(N-(2-methoxyphenyl)sulfamoyl)-4-methyl-N-(3-nitrophenyl)benzamide